3-(5-((4-(5,6-dimethylthieno[2,3-d]pyrimidin-4-yl)piperazin-1-yl)methyl)-1-oxoisoindolin-2-yl)piperidine-2,6-dione CC1=C(SC=2N=CN=C(C21)N2CCN(CC2)CC=2C=C1CN(C(C1=CC2)=O)C2C(NC(CC2)=O)=O)C